F[C@H]1CN(C[C@H]1O)C(=O)OC(C)(C)C tert-butyl (3S,4R)-3-fluoro-4-hydroxy-pyrrolidine-1-carboxylate